N-benzyl-3-phenyl-N-(5-(o-tolyl)-1,2,4-oxadiazol-3-yl)propiolamide C(C1=CC=CC=C1)N(C(C#CC1=CC=CC=C1)=O)C1=NOC(=N1)C1=C(C=CC=C1)C